5-methyl-N4-acetylcytosine CC=1C(=NC(NC1)=O)NC(C)=O